N-(1-methyl-3-(trifluoromethyl)-1H-pyrazol-5-yl)-3-(trifluoromethyl)benzamide CN1N=C(C=C1NC(C1=CC(=CC=C1)C(F)(F)F)=O)C(F)(F)F